6-Bromo-1-(2-chlorophenyl)-7-cyclopropyl-4-((cyclopropylmethyl)amino)quinazolin-2(1H)-one BrC=1C=C2C(=NC(N(C2=CC1C1CC1)C1=C(C=CC=C1)Cl)=O)NCC1CC1